1,3-dihydrobenzo[c]isoxazol N1OCC2=C1C=CC=C2